The molecule is a carboxamide that is chlorantraniliprole in which the chlorine atom attached to the phenyl ring has been replaced by a cyano group. A ryanodine receptor agonist, it is used as insecticide for the control of whitefly, thrips, aphids, fruitflies, and fruit worms in crops such as onions, potatoes and tomatoes. It is highly toxic to honeybees. It has a role as a ryanodine receptor agonist. It is a pyrazole insecticide, a nitrile, an organochlorine compound, an organobromine compound, a member of pyridines and a secondary carboxamide. CC1=CC(=CC(=C1NC(=O)C2=CC(=NN2C3=C(C=CC=N3)Cl)Br)C(=O)NC)C#N